N-(3-(5-chloro-1H-indol-3-yl)propyl)-4-(3-(piperazin-1-yl)propoxy)benzamide ClC=1C=C2C(=CNC2=CC1)CCCNC(C1=CC=C(C=C1)OCCCN1CCNCC1)=O